FC1=CC2=C(NC(N(S2(=O)=O)CC(N2[C@@H]3C=C([C@H](C2)C3)C3=C(C=CC=C3)C)=O)=O)C=C1 7-Fluoro-2-(2-oxo-2-((1S,4R)-5-(o-tolyl)-2-azabicyclo[2.2.1]hept-5-en-2-yl)ethyl)-2H-benzo[e][1,2,4]thiadiazin-3(4H)-one 1,1-dioxide